N-(4-aminopyridin-2-yl)-N-(2-chloro-5-fluorophenyl)acetamide NC1=CC(=NC=C1)N(C(C)=O)C1=C(C=CC(=C1)F)Cl